(S)-2-Hydroxypropyl (S)-2-((tert-butyldimethylsilyl)oxy)propanoate [Si](C)(C)(C(C)(C)C)O[C@H](C(=O)OC[C@H](C)O)C